FC1=C(C(=CC=C1)F)C1=C(C=CC=C1)[C@@]1([C@H](C1)C(=O)N1C[C@H](CCC1)NS(=O)(=O)C)F N-{(3S)-1-[(1R,2R)-2-(2',6'-difluoro[1,1'-biphenyl]-2-yl)-2-fluorocyclopropane-1-carbonyl]piperidin-3-yl}methanesulfonamide